3-O-[R-3-Hydroxymyristoyl]-glucosamine O[C@@H](CC(=O)O[C@@H]1[C@H](C(O)O[C@@H]([C@H]1O)CO)N)CCCCCCCCCCC